5,7,2'-Trihydroxyflavone OC1=C2C(C=C(OC2=CC(=C1)O)C1=C(C=CC=C1)O)=O